(S)-4-fluoro-1-isopropyl-N'-((3-methyl-2-(trifluoromethyl)-6,7-dihydro-5H-cyclopenta[b]pyridin-4-yl)carbamoyl)-1H-pyrazole-3-sulfonimidamide FC=1C(=NN(C1)C(C)C)[S@](=O)(N)=NC(NC1=C2C(=NC(=C1C)C(F)(F)F)CCC2)=O